(3-(cyclopropylmethyl)-5-vinylphenyl)methanol C1(CC1)CC=1C=C(C=C(C1)C=C)CO